biindan C1(CCC2=CC=CC=C12)C1CCC2=CC=CC=C12